C(C)OC(=O)C1=CC=2C=3N1C(C(NC3C(=CC2)C#N)=O)C2CC2 9-cyano-3-cyclopropyl-2-oxo-2,3-dihydro-1H-pyrrolo[1,2,3-de]quinoxaline-5-carboxylic acid ethyl ester